imidazolidine phosphate P(=O)(O)(O)O.N1CNCC1